(S)-2-((7-(benzyloxy)-3,4-dihydroisoquinolin-2(1H)-yl)methyl)-1-((oxetan-2-yl)methyl)-1H-benzo[d]imidazole-6-carboxylic acid tert-butyl ester C(C)(C)(C)OC(=O)C=1C=CC2=C(N(C(=N2)CN2CC3=CC(=CC=C3CC2)OCC2=CC=CC=C2)C[C@H]2OCC2)C1